ClC1=C(C=C(OCC(=O)NC23CC(C2)(C3)NC=3OC(=NN3)C3=CC=CC=C3)C=C1)F 2-(4-chloro-3-fluorophenoxy)-N-{3-[(5-phenyl-1,3,4-oxadiazol-2-yl)amino]bicyclo[1.1.1]pent-1-yl}acetamide